Phenyl piperazine-1-carboxylate N1(CCNCC1)C(=O)OC1=CC=CC=C1